heptadecan-9-yl (Z)-6-(6-(hexadec-7-en-1-yl)-4-(2-hydroxyethyl)morpholin-2-yl)hexanoate C(CCCCC\C=C/CCCCCCCC)C1OC(CN(C1)CCO)CCCCCC(=O)OC(CCCCCCCC)CCCCCCCC